(4-amino-3-methylimidazo[1,5-a]quinoxalin-8-yl)((2S,4aS,9aR)-2-methyl-7-(trifluoromethoxy)-2,3,9,9a-tetrahydroindeno[2,1-b][1,4]oxazin-4(4aH)-yl)methanone NC=1C=2N(C3=CC(=CC=C3N1)C(=O)N1[C@@H]3[C@H](O[C@H](C1)C)CC=1C=C(C=CC13)OC(F)(F)F)C=NC2C